(R)-3-hydroxy-3-(3-(3-(4-methoxy-1-(4-methoxybenzyl)-1H-pyrazolo[3,4-b]pyridin-6-yl)phenyl)isoxazol-5-yl)-1-methylpyrrolidin-2-one O[C@@]1(C(N(CC1)C)=O)C1=CC(=NO1)C1=CC(=CC=C1)C1=CC(=C2C(=N1)N(N=C2)CC2=CC=C(C=C2)OC)OC